(E)-N-methyl-N-(4-piperidinyl)piperidine-1-carboxamide tri-tert-butyl-2,2',2''-(2,4,6-trioxo-1,3,5-triazinane-1,3,5-triyl)triacetate C(C)(C)(C)C(C(=O)O)N1C(N(C(N(C1=O)C(C(=O)O)C(C)(C)C)=O)C(C(=O)O)C(C)(C)C)=O.CN(C(=O)N1CCCCC1)C1CCNCC1